C(C)OC1=CC=C(C=C1)C=1C2=CC=CC=C2N=C2C=CC=CC12 9-(4-ethoxyphenyl)acridine